FC=1C=C(COC2=CC=CC(=N2)C2=C(C=C(CC3=NC4=C(N3C[C@H]3OCC3)C=C(C=C4)C(=O)O)C=C2)F)C=CC1F (S)-2-(4-(6-((3,4-difluorobenzyl)oxy)pyridin-2-yl)-3-fluorobenzyl)-1-(oxetan-2-ylmethyl)-1H-benzo[d]imidazole-6-carboxylic acid